COC=1C(=NSC1)N 4-methoxyisothiazol-3-amine